5-[(1S,3R,4S,5R)-5-[[5-cyclopropyl-3-(2,6-dichlorophenyl)-1,2-oxazol-4-yl]methoxy]-3-methyl-2-azabicyclo[2.2.1]heptane-2-yl]-N-(oxazolidine-4-sulfonyl)pyridine-2-carboxamide C1(CC1)C1=C(C(=NO1)C1=C(C=CC=C1Cl)Cl)CO[C@H]1[C@@H]2[C@H](N([C@H](C1)C2)C=2C=CC(=NC2)C(=O)NS(=O)(=O)C2NCOC2)C